C(C1=CC(O)=C(OC)C=C1)O isovanillyl alcohol